C1(=CC(=CC(=C1)C1=C2C=CC=NC2=C2N=CC=CC2=C1)C1=C2C=CC=NC2=C2N=CC=CC2=C1)C1=C2C=CC=NC2=C2N=CC=CC2=C1 5,5',5''-(benzene-1,3,5-triyl)tri-1,10-phenanthroline